N-(2-(hydroxymethoxy)ethyl)acetamide OCOCCNC(C)=O